2-(5-(tert-butyl)-3-((7-(difluoromethyl)-1-methyl-6-(pyrazolo[1,5-a]pyrazin-3-yloxy)-1H-imidazo[4,5-b]pyridin-2-yl)amino)-1H-pyrazol-1-yl)acetonitrile C(C)(C)(C)C1=CC(=NN1CC#N)NC=1N(C=2C(=NC=C(C2C(F)F)OC=2C=NN3C2C=NC=C3)N1)C